3-(3-chloro-4-(6-(1-methylcyclopropoxy)-9-((4-methylpyridin-2-yl)methyl)-9H-purin-8-yl)phenoxy)-N,N-dimethylazetidine-1-carboxamide ClC=1C=C(OC2CN(C2)C(=O)N(C)C)C=CC1C=1N(C2=NC=NC(=C2N1)OC1(CC1)C)CC1=NC=CC(=C1)C